C(=C)OC(CCC(=O)C)=O Vinyllevulinat